ClC1=CC=C(C(=N1)C(C(=O)O)S)C=O.CNC(C1=NC(=C(C=C1)N1CCN(CC1)CC1=NSC(=C1)[N+](=O)[O-])C)=O N,6-dimethyl-5-(4-((5-nitroisothiazol-3-yl)methyl)piperazin-1-yl)picolinamide (6-chloro-3-formylpyridin-2-yl)thioglycolate